(±)-3-amino-3-(3-(trifluoromethyl)phenyl)propionitrile N[C@H](CC#N)C1=CC(=CC=C1)C(F)(F)F |r|